CC trans-ethan